C1(CCC1)NC(C[C@H](CCN1CCCCC1)NC(=O)C1=NN(C(=C1)C=1C=NC=NC1)C1CCCC1)=O (3S)-N-cyclobutyl-3-{[1-cyclopentyl-5-(pyrimidin-5-yl)-1H-pyrazol-3-yl]formamido}-5-(piperidin-1-yl)pentanamide